7-(8-methoxy-2-methyl-imidazo[1,2-b]pyridazin-6-yl)-2-[(3R,4S)-3,4-difluoro-4-piperidyl]thiazolo[3,2-a]pyrimidin-5-one COC=1C=2N(N=C(C1)C=1N=C3N(C(C1)=O)C=C(S3)[C@]3([C@@H](CNCC3)F)F)C=C(N2)C